6-fluoro-1'-methyl-Spiro[3H-benzofuran-2,3'-azetidine] FC1=CC2=C(CC3(CN(C3)C)O2)C=C1